tert-Butyl 2-(1,4-dimethyl-1H-pyrazol-3-yl)pyrrolidine-1-carboxylate CN1N=C(C(=C1)C)C1N(CCC1)C(=O)OC(C)(C)C